mono-2-ethylhexyl 2-ethylphosphonate CCP(OCC(CCCC)CC)([O-])=O